9-(4-methoxybicyclo[2.2.1]heptan-1-yl)-7-methyl-2-((7-methyl-[1,2,4]triazolo[1,5-a]pyridin-6-yl)amino)-7,9-dihydro-8H-purin-8-one COC12CCC(CC1)(C2)N2C1=NC(=NC=C1N(C2=O)C)NC=2C(=CC=1N(C2)N=CN1)C